C(C)(C)(C)N(C(O)=O)[C@@H]1C[C@@H](CCC1)OC=1C=2N(C=C(N1)C=1C=NN(C1)C)N=CC2F.N(C(=O)N)CCC[Si](OC)(OC)OC γ-ureidopropyltrimethoxysilane tert-butyl-((1S,3R)-3-((3-fluoro-6-(1-methyl-1H-pyrazol-4-yl)pyrazolo[1,5-a]pyrazin-4-yl)oxy)cyclohexyl)carbamate